N-methyl-β-phenethylamine CNCCC1=CC=CC=C1